N-Palmitoyl-α,O-dimethyl-L-tyrosine methyl ester COC([C@@](NC(CCCCCCCCCCCCCCC)=O)(CC1=CC=C(C=C1)OC)C)=O